BrC1=C(C=CC=C1)N=S(=O)(C)C [(2-Bromophenyl)-imino]-(dimethyl)-(oxo)-λ6-sulfane